(4-isobutoxybenzyl)-5-methyl-3-(1-methylpiperidin-4-yl)-5-phenyltetrahydropyrimidin-2(1H)-one C(C(C)C)OC1=CC=C(CN2C(N(CC(C2)(C2=CC=CC=C2)C)C2CCN(CC2)C)=O)C=C1